2-methyl-2-propyl-1,3-propanediol dibenzoate C(C1=CC=CC=C1)(=O)OCC(COC(C1=CC=CC=C1)=O)(CCC)C